7-(((2-((2-(Diethylamino)ethyl)(isopropyl)amino)ethoxy)-carbonyl)oxy)tridecan-1,13-diylbis(2-hexyldecanoat) C(C)N(CCN(CCOC(=O)OC(CCCCCCC(C(=O)[O-])(CCCCCCCC)CCCCCC)CCCCCCC(C(=O)[O-])(CCCCCCCC)CCCCCC)C(C)C)CC